1-cyclobutyl-6-(difluoromethoxy)-1H-indole-2-carboxylic acid C1(CCC1)N1C(=CC2=CC=C(C=C12)OC(F)F)C(=O)O